C(=C)OC1CCC(CC1)N1C(C2=CC=CC=C2C1=O)=O ((1R,4R)-4-(vinyloxy)cyclohexyl)isoindoline-1,3-dione